16,3-di-tert-butyl 1,18-bis(2,5-dioxopyrrolidin-1-yl) (3S,16S)-5,14-dioxo-8,11-dioxa-4,15-diazaoctadecane-1,3,16,18-tetracarboxylate O=C(N[C@@H](CCC(=O)ON1C(CCC1=O)=O)C(=O)OC(C)(C)C)CCOCCOCCC(N[C@@H](CCC(=O)ON1C(CCC1=O)=O)C(=O)OC(C)(C)C)=O